5-chloro-N-((2-chloro-4-(trifluoromethoxy)phenyl)sulfonyl)-4-(cyclopentylmethoxy)-2-fluorobenzamide ClC=1C(=CC(=C(C(=O)NS(=O)(=O)C2=C(C=C(C=C2)OC(F)(F)F)Cl)C1)F)OCC1CCCC1